BrC=1C(N(C(=NC1O)C1CCCC1)C1=C(C=CC=C1OC)OC)=O 5-bromo-2-cyclopentyl-3-(2,6-dimethoxyphenyl)-6-hydroxypyrimidin-4(3H)-one